1-(7-(1-(4-Chlorobenzyl)piperidin-3-yl)-2-methylpyrazolo[1,5-a]pyrimidin-3-yl)-N-methyl-N-((tetrahydro-2H-pyran-4-yl)methyl)methanamine ClC1=CC=C(CN2CC(CCC2)C2=CC=NC=3N2N=C(C3CN(CC3CCOCC3)C)C)C=C1